[O-]S(=O)(=O)C(F)(F)F.OC1=C(C=CC=C1)[S+](C1=C(C=CC=C1)O)C1=C(C=CC=C1)O tris(hydroxyphenyl)sulfonium triflate